6-{7-[(3S,4S)-3-fluoro-2,2,6,6-tetramethylpiperidin-4-yl]-7H-pyrrolo[2,3-c]pyridazin-3-yl}-2-methyl-1,3-benzoxazol-5-ol F[C@@H]1C(NC(C[C@@H]1N1C=CC2=C1N=NC(=C2)C2=CC1=C(N=C(O1)C)C=C2O)(C)C)(C)C